FCCCCCCCCCCCCC fluoro-tridecane